2-((4-fluoro-2-isopropylphenyl)amino)-N-(6-methoxy-2,4-dimethylpyridin-3-yl)-4-(trifluoromethyl)-benzamide FC1=CC(=C(C=C1)NC1=C(C(=O)NC=2C(=NC(=CC2C)OC)C)C=CC(=C1)C(F)(F)F)C(C)C